2-[2-(aminomethyl)-3,3-difluoro-allyl]-4-[[5-(1-ethylpyrazol-4-yl)-2-thienyl]methyl]-5-methyl-1,2,4-triazol-3-one trifluoroacetate FC(C(=O)O)(F)F.NCC(CN1N=C(N(C1=O)CC=1SC(=CC1)C=1C=NN(C1)CC)C)=C(F)F